C1(=CC=CC=C1)C1=NC=CN=C1 phenylpyrazin